(S)-8-(2-amino-6-((R)-1-(3'-chloro-5'-methyl-3-(3-methyl-1H-pyrazol-1-yl)-[1,1'-biphenyl]-4-yl)-2,2,2-trifluoroethoxy)pyrimidin-4-yl)-2,8-diazaspiro[4.5]decane-3-carboxylic acid NC1=NC(=CC(=N1)N1CCC2(C[C@H](NC2)C(=O)O)CC1)O[C@@H](C(F)(F)F)C1=C(C=C(C=C1)C1=CC(=CC(=C1)C)Cl)N1N=C(C=C1)C